(R or S)-2-((3-(1-amino-1-cyclopentylethyl)-1-(2,2-difluoroethyl)-1H-pyrazolo[3,4-c]pyridin-5-yl)amino)-7,7-dimethyl-7,8-dihydro-5H-pyrano[4,3-b]pyridin-5-one N[C@](C)(C1CCCC1)C1=NN(C2=CN=C(C=C21)NC2=CC=C1C(=N2)CC(OC1=O)(C)C)CC(F)F |o1:1|